Cl.C[C@@H]1CNCCO1 |r| racemic-2-methylmorpholine hydrochloride